COC(CCC(=O)N(C)[C@]1(C(CCCC1)=O)C1=C(C=CC=C1)Cl)=O (S)-4-((1-(2-chlorophenyl)-2-oxocyclohexyl)(methyl)amino)-4-oxobutanoic acid methyl ester